2-chloro-N-[(furan-2-yl)methyl]-6-{2-[(2H3)methylamino]ethyl}-7H-pyrrolo[2,3-d]pyrimidin-4-amine hydrochloride Cl.ClC=1N=C(C2=C(N1)NC(=C2)CCNC([2H])([2H])[2H])NCC=2OC=CC2